(R)-N-((5-(1-cyclopropylethyl)-2,3-dihydro-1H-inden-4-yl)carbamoyl)-5-(3-hydroxyoxetan-3-yl)thiophene-2-sulfonamide C1(CC1)[C@@H](C)C=1C(=C2CCCC2=CC1)NC(=O)NS(=O)(=O)C=1SC(=CC1)C1(COC1)O